FC1=C(C=CC(=C1)C=1N=CN(C1)C1=CC=C(C=C1)C(F)(F)F)NC(=O)\N=C\1/SCC(N1C1=C(C=CC(=C1)C)OCCC(F)(F)F)=O (Z)-1-(2-fluoro-4-(1-(4-(trifluoromethyl)phenyl)-1H-imidazol-4-yl)phenyl)-3-(3-(5-methyl-2-(3,3,3-trifluoropropoxy)phenyl)-4-oxothiazolidin-2-ylidene)urea